NCC1=CC(=NC=C1)OCC#N 2-((4-(aminomethyl)pyridin-2-yl)oxy)acetonitrile